FC1=NC(=C2N=CN(C2=N1)C1OCCCC1)NCC1=CC(=CC=C1)F 2-fluoro-6-[(3-fluorobenzyl)amino]-9-(tetrahydro-2H-pyran-2-yl)-9H-purine